Cl.COC([C@H](CC1=CC=C(C=C1)F)N)=O (S)-2-amino-3-(4-fluorophenyl)propionic acid methyl ester hydrochloride